1-((1R)-2-chlorocyclohexyl)pyrrolidine ClC1[C@@H](CCCC1)N1CCCC1